N-[4-(2,4-difluorophenoxy)-3-(6-methyl-7-oxo-6,7-dihydro-1H-pyrrolo[2,3-c]pyridin-4-yl)phenyl]-N-(3,3,3-trifluoropropyl)ethanesulfonamide FC1=C(OC2=C(C=C(C=C2)N(S(=O)(=O)CC)CCC(F)(F)F)C=2C3=C(C(N(C2)C)=O)NC=C3)C=CC(=C1)F